(3S,4S)-1-(1H-benzo[d]imidazol-5-yl)-4-(2,6-difluoro-4-(1-methyl-1H-pyrazol-4-yl)phenyl)-3-methylazetidin-2-one N1C=NC2=C1C=CC(=C2)N2C([C@H]([C@H]2C2=C(C=C(C=C2F)C=2C=NN(C2)C)F)C)=O